ClC1=C(C(=O)C2C(CCCC2=O)=O)C=CC(=C1COCC1OCCC1)S(=O)(=O)C 2-[2-chloro-4-(methylsulfonyl)-3-[[(tetrahydro-2-furanyl)methoxy]methyl]benzoyl]-1,3-cyclohexandione